CC1=CC(=NC=C1)C1=CC=C2C=NC(=NN21)NC2CCN(CC2)S(=O)(=O)C 7-(4-methylpyridin-2-yl)-N-(1-(methylsulfonyl)piperidin-4-yl)pyrrolo[2,1-f][1,2,4]triazin-2-amine